C(#N)C1=CC=C(C=C1)C1CCN(CC1)C(=O)C=1C(=CC(=C(C1)C1=NC2=C(CN(CC2)C(=O)OC)N1)C)C methyl 2-(5-(4-(4-cyanophenyl) piperidine-1-carbonyl)-2,4-dimethylphenyl)-6,7-dihydro-3H-imidazo[4,5-c]pyridine-5(4H)-carboxylate